(S)-N,N-dibenzylallylglycinol C(C1=CC=CC=C1)N([C@@H](CC=C)CO)CC1=CC=CC=C1